C(#N)C=1C(=NC(=C(C1CC)C#N)N1CC(C1)OC)SC(C(=O)N)C1=CC=CC=C1 2-((3,5-dicyano-4-ethyl-6-(3-methoxyazetidin-1-yl)pyridin-2-yl)sulfanyl)-2-phenylacetamide